NC1=C(NC2=CC(=C(C(=O)NC3(C(C3([2H])[2H])([2H])[2H])[2H])C(=C2)OC([2H])([2H])[2H])OC(F)F)C=CC(=C1)C=1C=NN(C1)C 4-[2-amino-4-(1-methylpyrazol-4-yl)anilino]-2-(difluoromethoxy)-N-(1,2,2,3,3-pentadeuterio-cyclopropyl)-6-(trideuteriomethoxy)benzamide